1-(5-(3-chloro-4-phenoxyphenyl)-1,2,4-oxadiazol-3-yl)-1H-indole-5-carbaldehyde ClC=1C=C(C=CC1OC1=CC=CC=C1)C1=NC(=NO1)N1C=CC2=CC(=CC=C12)C=O